O=C(C(=O)O)NC=1C=C2C(=NC1)CNC2=O 2-oxo-2-[(5-oxo-6,7-dihydropyrrolo[3,4-b]pyridin-3-yl)amino]acetic acid